2-(4-(4-((4H-1,2,4-triazol-3-yl)methoxy)-3-fluoro-5-methoxyphenyl)-3-methyl-2-oxo-6-(trifluoromethyl)-2,3-dihydro-1H-benzo[d]imidazol-1-yl)-N-(4-(difluoromethoxy)phenyl)acetamide N=1N=C(NC1)COC1=C(C=C(C=C1OC)C1=CC(=CC=2N(C(N(C21)C)=O)CC(=O)NC2=CC=C(C=C2)OC(F)F)C(F)(F)F)F